C(C(C)C)NC(=O)NC isobutyl-3-methylurea